CNC(CCNC)O 1,3-dimethylaminopropanol